N-[(2R,3R)-1-[2-[3,5-Bis(trifluoromethyl)-2-pyridyl]acetyl]-2-[2-methyl-3-(trideuteriomethoxy)phenyl]pyrrolidin-3-yl]-2-methyl-1,2,4-triazole-3-carboxamide FC(C=1C(=NC=C(C1)C(F)(F)F)CC(=O)N1[C@@H]([C@@H](CC1)NC(=O)C=1N(N=CN1)C)C1=C(C(=CC=C1)OC([2H])([2H])[2H])C)(F)F